(2S)-2-(4-aminophenyl)-1,1,1-trifluoropropan-2-ol NC1=CC=C(C=C1)[C@](C(F)(F)F)(C)O